oxetane-3-ylmethanol O1CC(C1)CO